FC1=CC=C(C=C1)C1=CC=C(C=N1)CC1=NOC(=C1)C=1C(=NC=CC1)N 3-(3-((6-(4-fluorophenyl)pyridin-3-yl)methyl)isoxazol-5-yl)pyridin-2-amine